7-methoxy-1,9-dimethyl-N-(thiophen-2-ylmethyl)-9H-pyrido[3,4-b]indol-6-amine COC1=C(C=C2C3=C(N(C2=C1)C)C(=NC=C3)C)NCC=3SC=CC3